terephthaloyl diacetate C(C)(=O)OC(C1=CC=C(C(=O)OC(C)=O)C=C1)=O